N-Succinimidyl-4-(2-pyridylthio)pentanoat C1(CCC(N1N1C(C=CC=C1)SC(CCC(=O)[O-])C)=O)=O